COC=1C=C(CN2N=C(C=C2)CNC2=NC=3N([C@H](C(NC3C(=N2)C)=O)C)C)C=CC1OC (7S)-2-(((1-(3,4-Dimethoxybenzyl)-1H-pyrazol-3-yl)methyl)amino)-4,7,8-trimethyl-7,8-dihydropteridin-6(5H)-one